(1H-pyrrol-2-yl)propanamide N1C(=CC=C1)C(C(=O)N)C